The molecule is a triterpenoid of the nor-ceanothane-type isolated from the roots of Breynia fruticosa and has been shown to exhibit cytotoxicity against human cancer cell lines. It has a role as an antineoplastic agent and a plant metabolite. It is an organic heteroheptacyclic compound, an epoxide, a terpene lactone, a monocarboxylic acid and a triterpenoid. C[C@H]1CC([C@]23[C@]1(O2)[C@@]45CC[C@@H]6[C@H]7[C@@H](CC[C@@]7(CC[C@]6([C@@]4(CC3)C)C(=O)O5)C(=O)O)C(=C)C)(C)C